2-(4-bromo-1-methyl-1H-imidazol-2-yl)propan-2-ol BrC=1N=C(N(C1)C)C(C)(C)O